N-[2-(3,3-difluoropyrrolidin-1-yl)-4-(2-fluorophenyl)-3-pyridyl]-6,8-dihydro-5H-imidazo[1,2-a]pyrazine-7-carboxamide FC1(CN(CC1)C1=NC=CC(=C1NC(=O)N1CC=2N(CC1)C=CN2)C2=C(C=CC=C2)F)F